O=C1OC=2C=C(C=CC2C2=C1CCC2)OC(C(=O)O)C 2-[(4-Oxo-1,2,3,4-tetrahydrocyclopenta[c]chromen-7-yl)oxy]propanoic acid